2-(9-ethyl-6-((2S,5R)-4-(1-(2-isopropyl-1,3-dioxoisoindolin-5-yl)ethyl)-2,5-dimethylpiperazin-1-yl)-3-methyl-2-oxo-3,9-dihydro-2H-purin-8-yl)acetonitrile C(C)N1C=2N(C(N=C(C2N=C1CC#N)N1[C@H](CN([C@@H](C1)C)C(C)C=1C=C2C(N(C(C2=CC1)=O)C(C)C)=O)C)=O)C